NC1=NNC2=CC=C(C=C12)C1=CC(=NC=C1)NC(=O)NCC1=NC=CC=C1 (4-(3-amino-1H-indazol-5-yl)pyridine-2-yl)-3-(pyridine-2-ylmethyl)urea